3,5-dinitrobenzyl-2-aminocyclopropane-1-carboxylate [N+](=O)([O-])C=1C=C(COC(=O)C2C(C2)N)C=C(C1)[N+](=O)[O-]